phenyl-(p-tolyl)carbamoyl chloride C1(=CC=CC=C1)N(C(=O)Cl)C1=CC=C(C=C1)C